4-(2-chloro-4-fluorophenyl)-7-(((R)-1-((R)-2-(hydroxymethyl)morpholino)-1-oxopropan-2-yl)oxy)isoquinolin-1(2H)-one ClC1=C(C=CC(=C1)F)C1=CNC(C2=CC(=CC=C12)O[C@@H](C(=O)N1C[C@@H](OCC1)CO)C)=O